C(C)[C@@H]1[C@H]([C@@H]1C=1C=NN(C1)C)C(=O)NC=1N=CC2=CC(=C(C=C2C1)C1CCN(CC1)[C@]1(COC[C@H]1F)C)C (1R,2S,3R)-2-ethyl-N-(6-(1-((3S,4S)-4-fluoro-3-methyltetrahydrofuran-3-yl)piperidin-4-yl)-7-methylisoquinolin-3-yl)-3-(1-methyl-1H-pyrazol-4-yl)cyclopropane-1-carboxamide